(1R,2R)-N-(7-chloro-6-(1-((3S,4S)-4-hydroxy-3-methyltetrahydrofuran-3-yl)piperidin-4-yl)isoquinolin-3-yl)-2-(2-hydroxypropan-2-yl)cyclopropane-1-carboxamide ClC1=C(C=C2C=C(N=CC2=C1)NC(=O)[C@H]1[C@@H](C1)C(C)(C)O)C1CCN(CC1)[C@]1(COC[C@H]1O)C